N-(4-{1-[(1,3-benzothiazol-6-yl)carbonyl]piperidin-4-yl}butyl)-1H-pyrrolo[3,2-c]pyridine-2-carboxamide S1C=NC2=C1C=C(C=C2)C(=O)N2CCC(CC2)CCCCNC(=O)C2=CC=1C=NC=CC1N2